hexadecyl-phosphoric acid potassium salt [K+].C(CCCCCCCCCCCCCCC)OP([O-])([O-])=O.[K+]